FC1=C(C=CC(=C1)F)C1=CC=C(C=C1)C(=O)OC methyl 2',4'-difluoro-[1,1'-biphenyl]-4-carboxylate